FC(C(=O)O)(F)F.ClC=1C=C(C=CC1Cl)C=1N(C(=NN1)SC=1N=NNC1C(=O)O)C 4-((5-(3,4-dichlorophenyl)-4-methyl-4H-1,2,4-triazol-3-yl)thio)-1H-1,2,3-triazole-5-carboxylic acid 2,2,2-trifluoroacetate